C(#N)C1(CC1)NS(=O)(=O)C1=CC=C2C3=C(NC2=C1)N=CC=C3 N-(1-cyanocyclopropyl)-9H-pyrido[2,3-b]indole-7-sulfonamide